C(#N)C=1C=C(C=CC1)N1N=C(C(C=C1C)=O)C(=O)NC1CCC2=C(NC1=O)C=CC=C2 1-(3-cyanophenyl)-6-methyl-4-oxo-N-(2-oxo-2,3,4,5-tetrahydro-1H-benzo[b]azepin-3-yl)-1,4-dihydropyridazine-3-carboxamide